4-[4-Fluoro-3-(piperazin-1-ylcarbonyl)benzyl]phthalazin-1(2H)-one FC1=C(C=C(CC2=NNC(C3=CC=CC=C23)=O)C=C1)C(=O)N1CCNCC1